C(C)(=O)C=1N(C=CC1)C 2-acetyl-1-methylpyrrole